N[C@@H]([C@H](C)CC)C(=O)O L-alloIsoleucine